Cl.N1N=C(C=2C1=NC=CN2)C(=O)N pyrazolo[3,4-b]pyrazine-3-carboxamide hydrochloride salt